N1C(NCC1)=S 2-tetrahydroimidazolethione